FC(C1=CC=C(C=C1)NC(=O)N1[C@@H](CCC1)C(=O)NC1=CC=C(C=C1)C1=CC=C(C=C1)C(=O)O)(F)F |r| 4'-[(1-{[4-(trifluoromethyl)phenyl]carbamoyl}-DL-prolyl)amino][1,1'-biphenyl]-4-carboxylic acid